methyl (E)-4-fluoro-5-((hydroxyimino)methyl)-2-methoxybenzoate FC1=CC(=C(C(=O)OC)C=C1/C=N/O)OC